C(C)(C)(C)OC(=O)N1[C@H](CC(C1)C=1C=NC=CC1)CO (2R)-2-(hydroxymethyl)-4-(pyridin-3-yl)pyrrolidine-1-carboxylic acid tert-butyl ester